2,3-dihydro-[1,4]dioxol O1CCOC1